ClC1=C(C=C(C=C1)F)N=C(N)C1=C(C=2N(N=C1)C=C(C2)C2=C(C=C(C=C2)OC)C#CC)N[C@@H]2CC[C@H](CC2)NC(OC(C)(C)C)=O trans-tert-butyl N-[4-[[3-[N'-(2-chloro-5-fluoro-phenyl)carbamimidoyl]-6-(4-methoxy-2-prop-1-ynyl-phenyl)pyrrolo[1,2-b]pyridazin-4-yl]amino]cyclohexyl]carbamate